3-oxo-2,3-dihydrospiro[indene-1,9'-xanthene]-6-carboxamide O=C1CC2(C3=CC=CC=C3OC=3C=CC=CC23)C2=CC(=CC=C12)C(=O)N